4-((4-(2-Ethylthiazol-5-yl)pyridin-2-yl)((4-(4-methoxy-3-methylphenyl)bicyclo[2.2.2]octan-1-yl)methyl)carbamoyl)cyclohexyl-3-hydroxyazetidine C(C)C=1SC(=CN1)C1=CC(=NC=C1)N(C(=O)C1CCC(CC1)N1CC(C1)O)CC12CCC(CC1)(CC2)C2=CC(=C(C=C2)OC)C